Dit-butylphenylphosphine C(C)(C)(C)P(C1=CC=CC=C1)C(C)(C)C